C([O-])(O)=O.C(CCCC)[NH3+] amylammonium bicarbonate